N-(4-methyl-2-(1-phenylethyl)phenyl)acetamide CC1=CC(=C(C=C1)NC(C)=O)C(C)C1=CC=CC=C1